3,2-dioxaphosphorinanelactam phosphate P(=O)(O)(O)O.P12(OOCCC1N2)=O